C(C)OCC1=CC=C(C=C1)COCC 1,4-diethoxymethylbenzene